Cl.Cl.N[C@H](CC1=CC=2N=C(N=C(C2S1)NCC=1SC=CC1)Cl)C 6-[(2S)-2-aminopropyl]-2-chloro-N-[(thiophen-2-yl)methyl]thieno[3,2-d]pyrimidin-4-amine dihydrochloride